NC1=C(C=C(N=N1)C1=C(C=CC=C1)O)N1CC2CCC(C1)N2C2=NC=C(C=N2)N2CCC1(OCCO1)CC2 2-[6-amino-5-[8-[5-(1,4-dioxa-8-azaspiro[4.5]decan-8-yl)pyrimidin-2-yl]-3,8-diazabicyclo[3.2.1]octan-3-yl]pyridazin-3-yl]phenol